5-{4H,5H,6H,7H-pyrazolo[1,5-a]pyrazin-3-yl}-5-azaspiro[2.4]heptan-6-one hydrochloride Cl.N1=CC(=C2N1CCNC2)N2CC1(CC1)CC2=O